C(#C)C1=C(C=C(C=C1OC)F)F 2-ethynyl-1,5-difluoro-3-methoxy-benzene